CN1N=CC=2C1=NC(=NC2NC=2C=C(C(=O)N)C=CC2)C=2C=NC=CC2 3-((1-methyl-6-(pyridin-3-yl)-1H-pyrazolo[3,4-d]pyrimidin-4-yl)amino)benzamide